N1(N=NC2=C1C=CC=C2)CC(=O)N(C2=CC=C(C=C2)C=2C=NC=CC2)CC2=CC(=CC(=C2)C)Cl 2-(Benzotriazol-1-yl)-N-[(3-chloro-5-methyl-phenyl)methyl]-N-[4-(3-pyridyl)phenyl]acetamide